N-(3-chloro-4-fluorophenyl)-1-methyl-4-(2-oxohexahydro-1'H-spiro-[oxazolidine-5,2'-pentalen]-5'-yl)-1H-imidazole-5-carboxamide ClC=1C=C(C=CC1F)NC(=O)C1=C(N=CN1C)C1CC2CC3(CC2C1)CNC(O3)=O